2-(3,5-Dimethyl-1-(4-(5-(trifluoromethyl)-1,2,4-oxadiazol-3-yl)phenyl)-1H-pyrazol-4-yl)-N-(4-fluoro-2-methoxyphenyl)acetamide CC1=NN(C(=C1CC(=O)NC1=C(C=C(C=C1)F)OC)C)C1=CC=C(C=C1)C1=NOC(=N1)C(F)(F)F